C(C)(C)(C)OC(NCC=1C(=C2N=CC=NC2=C(C1)C1=CC=C(C=C1)OC(F)(F)F)OCC1=CC=CC=C1)=O ((5-(benzyloxy)-8-(4-(trifluoromethoxy)phenyl)quinoxalin-6-yl)methyl)carbamic acid tert-butyl ester